(±)-methyl (2S,3R,6R)-2-(4-acetamidophenethyl)-3-methyl-5-methylene-4-oxo-6-phenethyltetrahydro-2H-pyran-3-carboxylate C(C)(=O)NC1=CC=C(CC[C@@H]2O[C@@H](C(C([C@@]2(C(=O)OC)C)=O)=C)CCC2=CC=CC=C2)C=C1 |r|